IC(=O)O iodo-carboxylic acid